ClC1=NC=2N(C(=C1)N1CCOCC1)N=C(C2)C2=CC=NC=C2 4-(5-chloro-2-(pyridin-4-yl)pyrazolo[1,5-a]pyrimidin-7-yl)morpholine